C(C)(=O)OC=1COC=C(C1OC(C)=O)OC(C)=O 7-pyran-3,4,5-triyl triacetate